NC1=NC=2C=CC(=CC2C2=C1[C@H](OC2)C)C(=O)N(CC=2COCCC2)CC2=NC=C(C=C2)C#N (3R)-4-amino-N-((5-cyano-2-pyridinyl)methyl)-N-(5,6-dihydro-2H-pyran-3-ylmethyl)-3-methyl-1,3-dihydrofuro[3,4-c]quinoline-8-carboxamide